4-(2H-tetrazol-5-yl)pyridin-2(1H)-one N=1NN=NC1C1=CC(NC=C1)=O